C1(CCCC1)CN1CCC(CC1)NC(=O)[C@H]1N(C[C@@H](C1)O)C([C@H](C(C)(C)C)N1N=NC(=C1)C1CC1)=O (2S,4r)-N-[1-(cyclopentylmethyl)-4-piperidinyl]-1-[(2S)-2-(4-cyclopropyltriazol-1-yl)-3,3-dimethyl-butyryl]-4-hydroxy-pyrrolidine-2-carboxamide